2-chloro-N-(5-chloro-6-(2H-1,2,3-triazol-2-yl)pyridin-3-yl)-8-((triethylsilyl)oxy)-8-(trifluoromethyl)-7,8-dihydro-6H-pyrazolo[1,5-a]pyrrolo[2,3-e]pyrimidine-6-carboxamide ClC1=NN2C(N=CC3=C2C(CN3C(=O)NC=3C=NC(=C(C3)Cl)N3N=CC=N3)(C(F)(F)F)O[Si](CC)(CC)CC)=C1